NC1=C(C=C(OC=2C(=NC=CC2)C(=O)NC)C=C1)F (4-amino-3-fluorophenoxy)-N-methylpyridinecarboxamide